[2-[[(1S,3R)-3-(tert-butoxycarbonylamino)cyclohexanecarbonyl]amino]-5-chloro-4-pyridyl]boronic acid C(C)(C)(C)OC(=O)N[C@H]1C[C@H](CCC1)C(=O)NC1=NC=C(C(=C1)B(O)O)Cl